(4R,4'S)-6-chloro-4'-[(ethylamino)methyl]-1'-(4-isoquinolyl)-2-[(3-methylisoxazol-5-yl)methyl]spiro[3H-isoquinoline-4,3'-pyrrolidine]-1,2'-dione ClC=1C=C2C(=CC1)C(N(C[C@]21C(N(C[C@@H]1CNCC)C1=CN=CC2=CC=CC=C12)=O)CC1=CC(=NO1)C)=O